5-((3,3-difluoropiperidin-4-yl)oxy)-7-methoxyquinazolin-4(3H)-one FC1(CNCCC1OC1=C2C(NC=NC2=CC(=C1)OC)=O)F